FC(C1=CC=C(C=C1)N1C=C(C2=CC=CC=C12)NC(C=C)=O)(F)F N-(1-(4-(trifluoromethyl)phenyl)-1H-indol-3-yl)acrylamide